The molecule is an organophosphate oxoanion that is the dianion resulting from the removal of two protons from the phosphate group of D-ribulose 5-phosphate. It has a role as a human metabolite and a fundamental metabolite. It is a conjugate base of a D-ribulose 5-phosphate. C([C@H]([C@H](C(=O)CO)O)O)OP(=O)([O-])[O-]